BrC1=CC(=C(C=C1)O)C=NC1=CC=C(C=C1)CN(CC)CC 4-bromo-2-((4-((di-ethylamino)methyl)phenylimino)methyl)phenol